iso-stearyl myristate C(CCCCCCCCCCCCC)(=O)OCCCCCCCCCCCCCCCC(C)C